ClC1=CC=NC2=CC(=CC=C12)OCCN(C1COC1)C N-{2-[(4-chloroquinolin-7-yl)oxy]ethyl}-N-methyloxetan-3-amine